ClC=1C(=CC(=C(C(=O)NS(=O)(=O)N2CCC(CC2)OC2CCNCC2)C1)F)OCC1CCCC1 5-chloro-4-(cyclopentylmethoxy)-2-fluoro-N-((4-(piperidin-4-yloxy)piperidin-1-yl)sulfonyl)benzamide